C1(=C(C=CC=C1)[Mg]C1=C(C=CC=C1)C)C ditolyl-magnesium